ClC1=CC(=C(C=C1)I)F 4-chloro-2-fluoro-1-iodo-benzene